4'-Amino-6'-chloro-[2,3'-bipyridine]-5-carbonitrile NC1=C(C=NC(=C1)Cl)C1=NC=C(C=C1)C#N